C(C)OC=1C=C(C=2N(C1)N=C1C2C=NN1)C=1N=CC(=NC1)N1C[C@H]([C@@H](CC1)C1=C(C(=O)N)C=C(C=C1)F)O (3S,4S)-(1-(5-(6-ethoxy-1H-pyrazolo[3',4':3,4]pyrazolo[1,5-a]pyridin-4-yl)pyrazin-2-yl)-3-hydroxypiperidin-4-yl)-5-fluorobenzamide